But-2-en CC=CC